ClC1=C(C=NC=C1Cl)C=1CCN(CC1)CC=1C=C2C(N(C(C2=CC1)=O)C1C(NC(CC1)=O)=O)=O 5-((4,5-dichloro-3',6'-dihydro-[3,4'-bipyridyl]-1'(2'H)-yl)methyl)-2-(2,6-dioxopiperidin-3-yl)isoindoline-1,3-dione